2-(3,5-dichloro-4-((4'-methyl-2'-oxospiro[cyclopropane-1,3'-indolin]-5'-yl)oxy)phenyl)-3,5-dioxo-2,3,4,5-tetrahydro-1,2,4-triazine-6-carbonitrile ClC=1C=C(C=C(C1OC=1C(=C2C3(C(NC2=CC1)=O)CC3)C)Cl)N3N=C(C(NC3=O)=O)C#N